4-((4-(1H-1,2,4-triazol-1-yl)benzyl)oxy)phenyl sulfurofluoridate S(OC1=CC=C(C=C1)OCC1=CC=C(C=C1)N1N=CN=C1)(=O)(=O)F